2-(methylthio)pyrimidine-4-carboxylic acid CSC1=NC=CC(=N1)C(=O)O